[1,3-phenylenebis(1-methylethylene)] bis[tert-butyl] peroxide C(C)(C)(C)OOC(C)(C)C.C1(=CC(=CC=C1)C(=C)C)C(=C)C